C(C)(C)(C)OC(=O)N1CCN(CC1)C1=C(C=C(C(=C1)CC(C)C)F)C#N 4-(2-cyano-4-fluoro-5-isobutylphenyl)piperazine-1-carboxylic acid tert-butyl ester